2-(2,5-difluoro-4-(trifluoromethyl)phenyl)-4,4,5,5-tetramethyl-1,3,2-dioxaborolane FC1=C(C=C(C(=C1)C(F)(F)F)F)B1OC(C(O1)(C)C)(C)C